2-({5-[5-(trifluoromethyl)-1,2,4-oxadiazol-3-yl]pyridin-2-yl}methoxy)quinoline FC(C1=NC(=NO1)C=1C=CC(=NC1)COC1=NC2=CC=CC=C2C=C1)(F)F